chlorodifluoropropyne ClC(C#CF)F